ClC1=C(C(=O)NC(=O)NC2=CC=C(C=C2)OC(C)C2=CC=CC=C2)C=CC=C1 2-chloro-N-[[[4-(1-phenylethoxy)-phenyl]-amino]-carbonyl]-benzamide